COC1=C(C=CC=C1)C(/C=C(/C=O)\C)(CC=C(C)C)C (E)-4-(2-methoxyphenyl)-2,4,7-trimethylocta-2,6-dienal